C1=NC=C(C2=CC=CC=C12)NC(=O)C=1C=C(C=CC1[N+](=O)[O-])C1(CC1)C(=O)OC methyl 1-(3-(isoquinolin-4-ylcarbamoyl)-4-nitrophenyl)cyclopropane-1-carboxylate